NC1=NC=2C=CC=CC2C2=C1N=C(N2CC2=CC=C(CNC(OCCNC(C(=C)C)=O)=O)C=C2)CC(C)C 2-methacrylamidoethyl 4-((4-amino-2-isobutyl-1H-imidazo[4,5-c]quinolin-1-yl)methyl)benzylcarbamate